NC1(C(C(CCC1)O)=O)C1=CC(=C(C=C1)Cl)OC(F)(F)F 2-amino-2-(4-chloro-3-(trifluoromethoxy)phenyl)-6-hydroxycyclohexane-1-one